ethyl-1-(2,4-dichlorophenyl)-5-trichloromethyl-(1H)-1,2,4-triazole C(C)C1=NN(C(=N1)C(Cl)(Cl)Cl)C1=C(C=C(C=C1)Cl)Cl